2-((6-(5-(((4-isopropoxypyrimidin-2-yl)amino)methyl)-1-methyl-1H-pyrazol-4-yl)-2-methylpyridin-3-yl)carbamoyl)cyclohexane-1-carboxylic acid C(C)(C)OC1=NC(=NC=C1)NCC1=C(C=NN1C)C1=CC=C(C(=N1)C)NC(=O)C1C(CCCC1)C(=O)O